methyl-propionyl-ammonium C[NH2+]C(CC)=O